tert-Butyl ((2S)-4,4,4-trifluoro-3-hydroxy-1-((S)-2-oxopiperidin-3-yl)butan-2-yl)carbamate FC(C([C@H](C[C@H]1C(NCCC1)=O)NC(OC(C)(C)C)=O)O)(F)F